OCCNC1=C2C=CNC(C2=CN=C1)=O 5-(2-hydroxyethylamino)-2,7-naphthyridin-1-one